2-(5-fluoro-2-(hydroxymethyl)benzyl)-7-(5-methyl-2-(oxetan-3-ylamino)pyrimidin-4-yl)-3,4-dihydropyrrolo[1,2-a]pyrazin-1(2H)-one FC=1C=CC(=C(CN2C(C=3N(CC2)C=C(C3)C3=NC(=NC=C3C)NC3COC3)=O)C1)CO